CCCCCC/C=C\\CCCCCCCCC[C@H](CC(=O)SCCNC(=O)CCNC(=O)[C@@H](C(C)(C)COP(=O)([O-])OP(=O)([O-])OC[C@@H]1[C@H]([C@H]([C@@H](O1)N2C=NC3=C(N=CN=C32)N)O)OP(=O)([O-])[O-])O)O The molecule is an (R)-3-hydroxyacyl-CoA(4-) obtained by deprotonation of the phosphate and diphosphate OH groups of (3R,13Z)-3-hydroxyicosenoyl-CoA; major species at pH 7.3. It is a conjugate base of a (3R,13Z)-3-hydroxyicosenoyl-CoA.